C[C@@H]1C[C@@](CCC1)(C(=O)OC)NC(C1=NC=CC=C1)=O methyl (1S,3S)-3-methyl-1-(picolinamido)cyclohexane-1-carboxylate